[Si]=O.[V] vanadium-silicon oxide